2-((8S)-2-oxyl-7-azaspiro[4.4]non-8-yl)ethan-1-one OC1CC2(CC1)CN[C@@H](C2)CC=O